C(=O)(O)CN1CCN(CCN(CCN(C(C1)CC1=CC=C(C=C1)N=C=S)CC(=O)O)CC(=O)O)CC(=O)O [4,7,10-tris-carboxymethyl-6-(4-isothiocyanato-benzyl)-1,4,7,10-tetraaza-cyclododec-1-yl]-acetic acid